(acryloxypropyl)methyldiethoxysilane C(C=C)(=O)OCCC[Si](OCC)(OCC)C